CC1=NC=C(C(=C1)C1=C(C=NC(=C1)C)C(=O)OC)C#C[Si](C(C)C)(C(C)C)C(C)C methyl 2',6-dimethyl-5'-((triisopropylsilyl) ethynyl)-[4,4'-bipyridine]-3-carboxylate